C(C)(C)(C)OC(=O)N1C[C@@H]([C@H](C1)F)OC1=C(C=C(C(=C1)N1CCNCC1)F)F (3S,4S)-3-(2,4-difluoro-5-(piperazin-1-yl)phenoxy)-4-fluoropyrrolidine-1-carboxylic acid tert-butyl ester